C(CCCCC(C)C)/C(/C(=O)[O-])=C/C(=O)[O-].C(CCCCC(C)C)/C(/C(=O)[O-])=C/C(=O)[O-].C(CCCCC)[Sn+4]CCCCCC Dihexyltin bis(isooctylmaleate)